C(=O)(O)CC=1C(=NN(C1C)CC1=CC=C(C=C1)NC(=O)C1=CC=C2C(NC(C2=C1)(C(=O)O)O)=O)C 6-((4-((4-(carboxymethyl)-3,5-dimethyl-1H-pyrazol-1-yl)methyl)phenyl)carbamoyl)-1-hydroxy-3-oxoisoindoline-1-carboxylic acid